C(C)(=O)CC(=O)[O-].C(C)(=O)CC(=O)[O-].C(CCC)[Sn+2]CCCC Dibutyltin bis(acetylacetate)